N-[5-[5-[(2R)-azetidin-2-yl]-1,2,4-oxadiazol-3-yl]-2-methyl-phenyl]-7-(1-methylpyrazol-3-yl)imidazo[1,2-a]pyridine-3-carboxamide N1[C@H](CC1)C1=NC(=NO1)C=1C=CC(=C(C1)NC(=O)C1=CN=C2N1C=CC(=C2)C2=NN(C=C2)C)C